N-[(3S)-9-fluoro-2-oxo-5-phenyl-1,3-dihydro-1,4-benzodiazepin-3-yl]-2-(2-fluorophenyl)-5-(morpholin-4-ylmethyl)-6,7-dihydro-5H-pyrazolo[5,1-b][1,3]oxazine-3-carboxamide FC1=CC=CC=2C(=N[C@@H](C(NC21)=O)NC(=O)C=2C(=NN1C2OC(CC1)CN1CCOCC1)C1=C(C=CC=C1)F)C1=CC=CC=C1